C1N(CCC2=CC=CC=C12)C[C@H](CN1CC2=CC(=CC=C2C2(C1)CC2)[N+](=O)[O-])O (R)-2'-(3-(3,4-dihydroisoquinolin-2(1H)-yl)-2-hydroxypropyl)-7'-nitro-2',3'-dihydro-1'H-spiro[cyclopropane-1,4'-isoquinoline]